1-(1Z-octadecenyl)-2-(5Z,8Z,11Z,14Z-eicosatetraenoyl)-glycero-3-phosphoserine CCCCCCCCCCCCCCCC/C=C\OC[C@H](COP(=O)(O)OC[C@@H](C(=O)O)N)OC(=O)CCC/C=C\C/C=C\C/C=C\C/C=C\CCCCC